O=C1C=CC(=NN1C1=NC=CC=C1)C(=O)O 6-oxo-1-(2-pyridyl)pyridazine-3-carboxylic acid